water potassium hydroxide sodium carbonate C([O-])(O)=O.[Na+].[OH-].[K+].O